7-bromo-8-fluoro-2-(methylthio)-6-(trifluoromethyl)quinazolin-4-ol BrC1=C(C=C2C(=NC(=NC2=C1F)SC)O)C(F)(F)F